N[C@@H](C(=O)OCC(N1CCCC1)=O)CNC(C1=CC(=CC(=C1)F)C1=C(C=NN1CC)Cl)=O (R)-2-oxo-2-(pyrrolidin-1-yl)ethyl 2-amino-3-(3-(4-chloro-1-ethyl-1H-pyrazol-5-yl)-5-fluorobenzamido)propanoate